ethyl-(triphenylphosphine) pyruvate C(C(=O)C)(=O)O.C(C)C1=C(C=CC=C1)P(C1=CC=CC=C1)C1=CC=CC=C1